BrC=1C=C(C(=NC1)OCCN(C(OC(C)(C)C)=O)C(C)C)[N+](=O)[O-] tert-Butyl N-[2-[(5-bromo-3-nitropyridin-2-yl)oxy]ethyl]-N-(propan-2-yl)carbamate